[Pd].C1(=CC=CC=C1)P(C1=CC=CC=C1)(C1=CC=CC=C1)C1=CC=CC=C1 tetrakisphenylphosphine Palladium(0)